C1(CC1)C#CC(B1OC(CN(CC(O1)=O)C)=O)NS(=O)(=O)C1=CC=C(C=C1)[N+](=O)[O-] N-(3-cyclopropyl-1-(6-methyl-4,8-dioxo-1,3,6,2-dioxazaborocan-2-yl)prop-2-yn-1-yl)-4-nitrobenzenesulfonamide